C(C)OC(C1=C(C(=CC=C1)[N+](=O)[O-])NC(=O)OC(C)(C)C)=O 2-((t-Butoxycarbonyl)amino)-3-nitrobenzoic acid ethyl ester